FC(C(=O)O)(F)F.FC(COC=1C=C(C=CC1)[C@@H](C)N)(F)F |r| (±)-1-(3-(2,2,2-trifluoroethoxy)phenyl)ethan-1-amine trifluoroacetate